N-(2-(dimethylamino)ethyl)-2-(4-(trifluoromethyl)phenyl)Oxazole-4-carboxamide CN(CCNC(=O)C=1N=C(OC1)C1=CC=C(C=C1)C(F)(F)F)C